tert-butyl 3-((2-(3-(3-(fluoro(4-methyl-4H-1,2,4-triazol-3-yl)methyl)oxetan-3-yl)phenyl)-3-oxo-7-(trifluoromethyl)-isoindolin-5-yl)methyl)azetidine-1-carboxylate FC(C1(COC1)C=1C=C(C=CC1)N1CC2=C(C=C(C=C2C1=O)CC1CN(C1)C(=O)OC(C)(C)C)C(F)(F)F)C1=NN=CN1C